N1=CC(=C2OCCCN21)NC2=NN(C1=CC(=CC(=C21)F)C(C)(C)O)C 2-{3-[(6,7-dihydro-5H-pyrazolo[5,1-b][1,3]oxazin-3-yl)amino]-4-fluoro-1-methyl-1H-indazol-6-yl}propan-2-ol